5-(1-(4-fluorophenyl)-2-(4-hydroxypiperidin-1-yl)-2-oxoethyl)-1,5-dihydro-4H-pyrazolo[3,4-d]pyrimidin-4-one FC1=CC=C(C=C1)C(C(=O)N1CCC(CC1)O)N1C=NC2=C(C1=O)C=NN2